N-cyclopropyl-3-(2-cyclopropyl-2-ethyl-5-methylbenzyl)-5-fluoro-1H-pyrazole-4-amide C1(CC1)NC(=O)C=1C(=NNC1F)CC1C(C=CC(=C1)C)(CC)C1CC1